Cl.O1COC2=C1C=CC(=C2)CC(CC)NC([2H])([2H])[2H] 1-(1,3-Benzodioxol-5-yl)-N-(trideuteriomethyl)butan-2-amine hydrochloride